benzyl (2S)-2-(cyanomethyl)-4-(7-(8-methylnaphthalen-1-yl)-2-(methylsulfonyl)-7,8-dihydro-5H-pyrano[4,3-d]pyrimidin-4-yl)piperazine-1-carboxylate C(#N)C[C@@H]1N(CCN(C1)C=1C2=C(N=C(N1)S(=O)(=O)C)CC(OC2)C2=CC=CC1=CC=CC(=C21)C)C(=O)OCC2=CC=CC=C2